NC1=C(C=CC(=C1)NCC1=CC=C(C=C1)C(F)(F)F)NC([C@H]([C@@H](CCCCCC)F)F)=O (2R,3R)-N-(2-Amino-4-((4-(trifluoromethyl)benzyl)amino)phenyl)-2,3-difluorononanamid